[C@@H]1([C@H](O)[C@H](O)[C@@H](CO)O1)[15N]1C=[15N]C=2C(=O)[15NH]C([15NH2])=[15N]C12 guanosine-15N5